C=C1C(CCCC1C=O)C=O 2-Methylenecyclohexane-1,3-Dial